OCC1(CN(C1)C(=O)C1=CC=C(C2=C1OCCO2)NC=2N=C(C1=C(N2)NC=C1C#N)NC1CCCC1)CO 2-((8-(3,3-bis(hydroxymethyl)azetidine-1-carbonyl)-2,3-dihydrobenzo[b][1,4]dioxin-5-yl)amino)-4-(cyclopentyl-amino)-7H-pyrrolo[2,3-d]pyrimidine-5-carbonitrile